OCCC[Si](O[Si](C)(C)C)(O[Si](C)(C)C)O[Si](C)(C)C Hydroxypropyltris(trimethylsiloxy)silan